ClC1=CC(=C(C=C1)NC(OC(C)(C)C)=O)C1CC1 tert-butyl (4-chloro-2-cyclopropylphenyl)carbamate